hydroxyoct-7-enoic acid OC(C(=O)O)CCCCC=C